CC=1C=C(C=CC1)C=1C(=C(C=2C3(C4=CC(=CC=C4C2C1)NC1=CC=CC=C1)C1=CC=CC=C1C=1C=CC=CC13)C1=CC(=CC=C1)C)NC1=CC=CC=C1 bis(3-methylphenyl)-N,N'-diphenyl-9,9-spirobifluorene-2,7-diamine